C(C)(C)(C)OC(C1=C(C=CC=C1)NC(C)C=1C=C(C=C2C(C=C(OC12)SCC)=O)Cl)=O [1-(6-chloro-2-ethylsulfanyl-4-oxo-chromen-8-yl)ethylamino]benzoic acid tert-butyl ester